tert-butyl ((3S,3aR,6R,6aS)-6-((13-amino-3,6,9,12-tetraoxo-2,5,8,11-tetraazatridecyl)oxy)-hexahydrofuro[3,2-b]furan-3-yl)carbamate NCC(NCC(NCC(NCC(NCO[C@@H]1CO[C@H]2[C@@H]1OC[C@@H]2NC(OC(C)(C)C)=O)=O)=O)=O)=O